C(C)(C)(C)[In](C(C)(C)C)C(C)(C)C tritertiary butyl-indium